1-(5-(4-((4-(1H-pyrazol-4-yl)phenyl)amino)pyrimidin-2-yl)isoindolin-2-yl)-2-hydroxypropan-1-one N1N=CC(=C1)C1=CC=C(C=C1)NC1=NC(=NC=C1)C=1C=C2CN(CC2=CC1)C(C(C)O)=O